O=C1CC(NC(C1)(C)C)(C)C 4-Oxo-2,2,6,6-tetramethyl-piperidin